tert-butyl (5-(1-(5,5-difluoro-2-oxopiperidin-1-yl)-2-((S)-2-(fluoromethyl)morpholino)ethyl)thiazol-2-yl)carbamate FC1(CCC(N(C1)C(CN1C[C@H](OCC1)CF)C1=CN=C(S1)NC(OC(C)(C)C)=O)=O)F